ClC=1C(NN=CC1N1CC=2N(CC1)C(=CN2)C(C)C2=C(C=C(C=C2)F)C(F)(F)F)=O 4-chloro-5-(3-(1-(4-fluoro-2-(trifluoromethyl)phenyl)ethyl)-5,6-dihydroimidazo[1,2-a]pyrazin-7(8H)-yl)pyridazin-3(2H)-one